CC=1N=C(C2=C(N1)C1=C(O2)C=CC=C1)N1[C@@H](C[C@@H](C1)NC(CC=1C=NC=CC1)=O)C(=O)O (2S,4S)-1-(2-methylbenzofuro[3,2-d]pyrimidin-4-yl)-4-(2-(pyridin-3-yl)acetamido)pyrrolidine-2-carboxylic acid